2-fluoro-3-(4-(trifluoromethoxy)phenyl)tetrahydro-1H-pyrrolizine FC1CC2=CCCN2C1C1=CC=C(C=C1)OC(F)(F)F